6-benzyl-1,3-bis(4-fluorophenyl)-5-hydroxy-8-(3-morpholinopropyl)pyrido[2,3-d]pyrimidine-2,4,7(1h,3h,8h)-trione C(C1=CC=CC=C1)C1=C(C2=C(N(C(N(C2=O)C2=CC=C(C=C2)F)=O)C2=CC=C(C=C2)F)N(C1=O)CCCN1CCOCC1)O